(R)-N-(2-Cyclopropoxy-1-(3-(difluoromethoxy)phenyl)ethyl)-2-(3,3-difluoro-1-hydroxycyclobutyl)acetamid C1(CC1)OC[C@@H](C1=CC(=CC=C1)OC(F)F)NC(CC1(CC(C1)(F)F)O)=O